CC12OC3(OC(C(C(O1)(C3)C)(P(=O)(O)O)C3=CC=CC=C3)(C2)C)C 1,3,5,7-tetramethyl-6-phenyl-2,4,8-trioxa-6-phosphonoadamantane